C(=C)S(=O)(=O)F VINYLSULFONIC ACID FLUORIDE